5-Chloro-4'-(hydroxymethyl)-[1,1'-biphenyl]-3-carboxylic acid ClC=1C=C(C=C(C1)C1=CC=C(C=C1)CO)C(=O)O